CC1=C(C(=C(C(=C1O)C)C)O)C Dihydroxydurene